methyl 6-hydroxy-2-methylbenzo[d]oxazole-7-carboxylate OC1=C(C2=C(N=C(O2)C)C=C1)C(=O)OC